FC1CC[C@H](N(CC1)C(CN1C=C(C2=CC(=CC=C12)C=1C=NC(=CC1)C)C(=O)N)=O)C(NC1=NC(=CC=C1)C)=O 1-(2-((2S)-5-fluoro-2-((6-methylpyridin-2-yl)carbamoyl)azepan-1-yl)-2-oxoethyl)-5-(6-methylpyridin-3-yl)-1H-indole-3-carboxamide